hydroxypropyl-ammonium formate C(=O)[O-].OCCC[NH3+]